NC1=C(C=CC(=C1)Br)C1=CC(=CC(=C1)C(=O)NC1=CC(=C(C=C1)O)O)C1=CC=C(C=C1)S(N)(=O)=O amino-4-bromo-N-(3,4-dihydroxyphenyl)-4''-sulfamoyl-[1,1':3',1''-terphenyl]-5'-carboxamide